cystein HCl Cl.N[C@@H](CS)C(=O)O